NC1=NN=C(O1)C1=NN(C(=N1)N[N+](=O)[O-])C([N+](=O)[O-])([N+](=O)[O-])[N+](=O)[O-] (3-(5-amino-1,3,4-oxadiazole-2-yl)-1-trinitromethyl-1H-1,2,4-triazol-5-yl)nitramide